N1(N=CN=C1)CCC(C)=O 4-(1H-1,2,4-triazol-1-yl)-2-butanone